4-bromo-3-chloro-2-fluoro-6-((4-isopropyl-6-methylpyrimidin-5-yl)amino)benzamide BrC1=C(C(=C(C(=O)N)C(=C1)NC=1C(=NC=NC1C)C(C)C)F)Cl